4-((2S,5R)-2-ethyl-5-methyl-4-(1-(4-(trifluoromethyl)phenyl)ethyl)piperazin-1-yl)-1-methyl-2-oxo-1,2-dihydropyrido[3,2-d]pyrimidine-6-carbonitrile C(C)[C@@H]1N(C[C@H](N(C1)C(C)C1=CC=C(C=C1)C(F)(F)F)C)C=1C2=C(N(C(N1)=O)C)C=CC(=N2)C#N